3-(trifluoromethylsulfonyloxy)-8-azabicyclo[3.2.1]oct-3-ene-8-carboxylic acid tert-butyl ester C(C)(C)(C)OC(=O)N1C2CC(=CC1CC2)OS(=O)(=O)C(F)(F)F